6-(4-(4-((2-(2,6-dioxopiperidin-3-yl)-1,3-dioxoisoindolin-4-ylamino)methyl)-2-fluorobenzyl)piperazin-1-yl)picolinamide O=C1NC(CCC1N1C(C2=CC=CC(=C2C1=O)NCC1=CC(=C(CN2CCN(CC2)C2=CC=CC(=N2)C(=O)N)C=C1)F)=O)=O